IC1=C2N(C=N1)CC(C2)(C)C 1-iodo-6,6-dimethyl-5,7-dihydropyrrolo[1,2-c]imidazole